NC=1C=2N(C3=CC(=C(C=C3N1)F)C(=O)N(C)[C@@H]1COC3=C1C=CC(=C3)[C@@H]3[C@H](C3)C#N)C=NC2 4-amino-N-((S)-6-((1S,2S)-2-cyanocyclopropyl)-2,3-dihydrobenzofuran-3-yl)-7-fluoro-N-methylimidazo[1,5-a]quinoxaline-8-carboxamide